{6-[(1R,2S,3S,5S)-3-amino-2-fluoro-8-azabicyclo[3.2.1]octan-8-yl]-3-(7-chloro-1,3-benzothiazol-6-yl)-1H-pyrazolo[3,4-b]pyrazin-5-yl}methanol N[C@@H]1[C@@H]([C@H]2CC[C@@H](C1)N2C2=C(N=C1C(=N2)NN=C1C1=C(C2=C(N=CS2)C=C1)Cl)CO)F